[5-(difluoromethyl)-1,3,4-thiadiazol-2-yl]boronic acid FC(C1=NN=C(S1)B(O)O)F